2-(((1-methyl-5-vinyl-1H-1,2,4-triazol-3-yl)methoxy)methyl)-6-(trifluoromethyl)nicotinic acid methyl ester COC(C1=C(N=C(C=C1)C(F)(F)F)COCC1=NN(C(=N1)C=C)C)=O